FC1(CCN(CC1)C1=NC(=CC=2N1C=CC2)NC(OC(C)(C)C)=O)F tert-butyl (1-(4,4-difluoropiperidin-1-yl)pyrrolo[1,2-c]pyrimidin-3-yl)carbamate